FC1=C(C=CC(=C1)OCC[C@H]1[C@H](C1)C1CCN(CC1)C1=NC=C(C=N1)COC)CC(=O)N1CCN(CC1)C[C@@H]([C@H]([C@@H]([C@@H](CO)O)O)O)O 2-(2-fluoro-4-(2-((1S,2R)-2-(1-(5-(methoxymethyl)pyrimidin-2-yl)piperidin-4-yl)cyclopropyl)ethoxy)phenyl)-1-(4-((2S,3R,4R,5R)-2,3,4,5,6-pentahydroxyhexyl)piperazin-1-yl)ethan-1-one